N,N-diethylheptylamine C(C)N(CC)CCCCCCC